methyl 2-(3-amino-4-hydroxybut-1-yn-1-yl)-4-(4-aminobutanamido)benzoate NC(C#CC1=C(C(=O)OC)C=CC(=C1)NC(CCCN)=O)CO